O1CC(C1)CN1C([C@H]2N[C@@H](C1)C2)=O (1S,5R)-3-(oxetan-3-ylmethyl)-3,6-diazabicyclo[3.1.1]heptan-2-one